ClC1=C(C=2N(C3=CC=CC=C13)C=CN2)C(=O)NCC(=O)OC(C)(C)C tert-butyl (5-chloroimidazo[1,2-a]quinoline-4-carbonyl)glycinate